C(C1=CC=CC=C1)NC(C(C)N1C(CCC1=O)=O)=O N-benzyl-2-(2,5-dioxopyrrolidin-1-yl)propionamide